N-(6-bromo-2-pyridinyl)-4-cyano-2-fluoro-benzamide BrC1=CC=CC(=N1)NC(C1=C(C=C(C=C1)C#N)F)=O